C(C1=CC=CC=C1)C(C(=O)C1=CC=C(C=C1)N1CCOCC1)(C(C)C)N(C)C 2-benzyl-methyl-2-dimethylamino-1-(4-morpholinylphenyl)-1-butanone